(2S)-2-Cyclohexyl-2-{[6-(dimethylamino)pyridazin-3-yl]amino}-N-(2-oxospiro[1H-indole-3,4'-oxane]-6-yl)-acetamide C1(CCCCC1)[C@@H](C(=O)NC1=CC=C2C(=C1)NC(C21CCOCC1)=O)NC=1N=NC(=CC1)N(C)C